C(CCCCCC)(=O)NCC(=O)N1C(CCC1)C(=O)N 1-(2-heptanoylaminoacetyl)pyrrolidine-2-carboxamide